8-[(3r,5s)-4-(tert-butoxycarbonyl)-3,5-dimethylpiperazin-1-yl]-2,3-dimethylquinoxaline-5-carboxylic acid C(C)(C)(C)OC(=O)N1[C@@H](CN(C[C@@H]1C)C1=CC=C(C=2N=C(C(=NC12)C)C)C(=O)O)C